CS(=O)(=O)OCC=1N(C2=NC=NC(=C2N1)CC1=CC=CC=C1)C1OCCCC1 (6-benzyl-9-tetrahydropyran-2-yl-purin-8-yl)methyl methanesulfonate